ClC1=C(C=CC=C1)CC(=O)NC=1SC(=NN1)C1CCN(CC1)C=1N=NC(=CC1)NC(CC1=NC=CC=C1)=O 2-(2-Chlorophenyl)-N-(5-(1-(6-(2-(pyridin-2-yl)acetamido)pyridazin-3-yl)piperidin-4-yl)-1,3,4-thiadiazol-2-yl)acetamide